C(C1=CC=CC=C1)(=O)N1CC2(CC1(C)C)CC(C(C(C2)(C)C)=O)C#N 2-benzoyl-3,3,9,9-tetramethyl-8-oxo-2-azaspiro[4.5]decane-7-carbonitrile